CC1=C(C(=CC=C1)C)C1=C(N=CC(=N1)NS(=O)(=O)C=1C(=NN(C1)C)C)C1=CC(=CC=C1)[C@H]1C[C@@H](CC1)OC(F)(F)F N-(6-(2,6-dimethylphenyl)-5-(3-((1R,3R)-3-(trifluoromethoxy)cyclopentyl)phenyl)pyrazin-2-yl)-1,3-dimethyl-1H-pyrazole-4-sulfonamide